N1(CCC1)C=1C=C(C=CC1)C=1C=CC=2N(C1)C(N(N2)C2=NC=CC=N2)=O 6-(3-(azetidin-1-yl)phenyl)-2-(pyrimidin-2-yl)-[1,2,4]triazolo[4,3-a]pyridin-3(2H)-one